N-(carboxymethyl)-N-(hydroxymethyl)glycine C(=O)(O)CN(CC(=O)O)CO